2,2-difluoro-6-methylbenzo[d][1,3]dioxin-5-amine FC1(OCC2=C(O1)C=CC(=C2N)C)F